Dipropylene glycol [(6-oxo-6H-dibenzo[c,e][1,2]oxaphosphorin-6-yl)methyl]succinate Ammonium zirconium (IV) carbonate C([O-])([O-])=O.[Zr+4].[NH4+].O=P1(OC2=C(C3=C1C=CC=C3)C=CC=C2)CC(C(=O)[O-])CC(=O)[O-].CC(COC(C)CO)O